5-(3,3-difluoropiperidin-4-yl)pyridin-2(1H)-one FC1(CNCCC1C=1C=CC(NC1)=O)F